FC=1C=C(OC2=CC=C(C=N2)S(=O)(=O)N2[C@H]([C@@H]3CC[C@H](C2)N3C(=O)OCCOC)C(NO)=O)C=CC1F 2-methoxyethyl (1S,2R,5R)-3-((6-(3,4-difluoro-phenoxy)pyridin-3-yl)sulfonyl)-2-(hydroxycarbamoyl)-3,8-diazabicyclo-[3.2.1]octane-8-carboxylate